(R)-2-amino-1-(4-(2-methoxybenzyl)piperazin-1-yl)-2-(1-phenethylpiperidin-4-yl)ethan-1-one N[C@@H](C(=O)N1CCN(CC1)CC1=C(C=CC=C1)OC)C1CCN(CC1)CCC1=CC=CC=C1